C1(CC1)C=1C(=C2C(C(N(C2=C(C1)F)CC(=O)N[C@H]([C@H](CC(=O)OCC)C(F)(F)F)C)=O)(C)C)F ethyl (3S,4S)-4-[2-(5-cyclopropyl-4,7-difluoro-3,3-dimethyl-2-oxoindol-1-yl)acetamido]-3-(trifluoromethyl)pentanoate